tert-butyl (S)-3-((3-chloroquinolin-5-yl)amino)pyrrolidine-1-carboxylate ClC=1C=NC2=CC=CC(=C2C1)N[C@@H]1CN(CC1)C(=O)OC(C)(C)C